BrC1=CC=C(O1)C1=NN2C(=NC=3C=CC=CC3C2=N1)NC=1C(N=CC=NC1)=O (6R)-6-{[2-(5-Bromofuran-2-yl)[1,2,4]triazolo[1,5-c]quinazolin-5-yl]amino}-1,4-diazepin-5-one